CC1=CC(=CC=2N(C(=NC21)CCC)CC2=CC=C(C=C2)C=2C(=CC=CC2)C(=O)O)C2=NC1=C(N2C)C=CC=C1 4'-{[4-methyl-6-(1-methyl-1H-benzoimidazol-2-yl)-2-n-propyl-1H-benzoimidazol-1-yl]methyl}biphenyl-2-carboxylic acid